NCC1=CC=C(C=C1)NC(=O)C1=CC2=C(OCCC3=C2SC=C3)C=C1C=1C(=NC(=CC1)C(NC1(CCCCCC1)C)=O)C(=O)O 3-(9-((4-(aminomethyl)phenyl)carbamoyl)-4,5-dihydrobenzo[b]thieno[2,3-d]oxepin-8-yl)-6-((1-methylcycloheptyl)carbamoyl)picolinic acid